(S)-3-aminotetrahydro-2H-thiopyran 1,1-dioxide N[C@@H]1CS(CCC1)(=O)=O